4-amino-5-chloro-2-hydroxy-N-(1-(3-methoxypropyl)piperidin-4-yl)-2,3-dihydrobenzofuran-7-formamide NC1=C(C=C(C2=C1CC(O2)O)C(=O)NC2CCN(CC2)CCCOC)Cl